O1CCN(CC1)C=1C=CC=2N(N1)C(=CN2)C#CC=2C=NC=C(C(=O)NC1=CC(=CC=C1)C(F)(F)F)C2 5-((6-Morpholinoimidazo[1,2-b]pyridazin-3-yl)ethynyl)-N-(3-(trifluoromethyl)phenyl)nicotinamide